(R)-4-((2-hydroxyethyl)sulfonamido)-N-(6-(2-methylmorpholino)pyridin-2-yl)-2-(6-azaspiro[2.5]oct-6-yl)benzamide OCCS(=O)(=O)NC1=CC(=C(C(=O)NC2=NC(=CC=C2)N2C[C@H](OCC2)C)C=C1)N1CCC2(CC2)CC1